COC1=CC=C(CN2N=C\3C(=C(C2=O)C(F)(F)F)CC/C3=C\C(=O)OC(C)(C)C)C=C1 tert-butyl (E)-2-(2-(4-methoxybenzyl)-3-oxo-4-(trifluoromethyl)-2,3,5,6-tetrahydro-7H-cyclopenta[c]pyridazin-7-ylidene)acetate